(R)-3-(trifluoromethyl)-6a,7,9,10-tetrahydropyrazino[1,2-d]pyrido[3,2-b][1,4]oxazine-8(6H)-carboxylic acid tert-butyl ester C(C)(C)(C)OC(=O)N1C[C@H]2N(C3=C(OC2)C=C(C=N3)C(F)(F)F)CC1